4-((1-(4-(2-(2-Aminopyridin-3-yl)-5-phenyl-3H-imidazo[4,5-b]pyridin-3-yl)benzyl)piperidin-4-yl)amino)-2-methoxybenzaldehyde NC1=NC=CC=C1C1=NC=2C(=NC(=CC2)C2=CC=CC=C2)N1C1=CC=C(CN2CCC(CC2)NC2=CC(=C(C=O)C=C2)OC)C=C1